OC[C@@H](C)NC([O-])=O [(1R)-2-hydroxy-1-methyl-ethyl]carbamate